4-(3-amino-1H-indazol-5-yl)-N-(2-(butyl(ethyl)amino)ethyl)-1H-pyrrolo[2,3-b]pyridine-2-carboxamide NC1=NNC2=CC=C(C=C12)C1=C2C(=NC=C1)NC(=C2)C(=O)NCCN(CC)CCCC